ClC=1C=C(C(=C(C1)O)C1=CC=C2C(=N1)N=C(O2)CC2CN(CCC2)C)C 5-Chloro-3-methyl-2-[2-[(1-methyl-3-piperidyl)methyl]oxazolo[4,5-b]pyridin-5-yl]phenol